NC1CCN(CC1)C(C(C)(C)C=1C=C2C(=C(NC2=CC1)C1=CC(=NC=C1)C)C(C)C)=O 1-(4-aminopiperidin-1-yl)-2-(3-isopropyl-2-(2-methylpyridin-4-yl)-1H-indol-5-yl)-2-methylpropan-1-one